BrC=1C=C2C(=NC1)NC=C2CCN(C(C)C)C N-(2-(5-bromo-1H-pyrrolo[2,3-b]pyridin-3-yl)ethyl)-N-methylpropan-2-amine